FC(C1=CC2=C(SC(=C2)C(=O)O)C=C1)P(=O)(OC1=CC=CC=C1)N[C@H](C(OCCC)=O)C 5-(fluoro((((S)-1-oxo-1-propoxypropan-2-yl)amino)(phenoxy)phosphoryl)methyl)benzo[b]thiophene-2-carboxylic acid